N-[6-Methyl-5-(4-pyridin-3-yl-pyrimidin-2-ylamino)-pyridin-3-yl]-4-(4-propyl-piperazin-1-yl)-benzamide CC1=C(C=C(C=N1)NC(C1=CC=C(C=C1)N1CCN(CC1)CCC)=O)NC1=NC=CC(=N1)C=1C=NC=CC1